5-(5-(1-(4'-ethoxy-[1,1'-biphenyl]-3-yl)ethyl)-1,2,4-oxadiazol-3-yl)-2-methylaniline C(C)OC1=CC=C(C=C1)C1=CC(=CC=C1)C(C)C1=NC(=NO1)C=1C=CC(=C(N)C1)C